4-(pyrrolidin-1-yl)cyclohexan-1-ol N1(CCCC1)C1CCC(CC1)O